CC(C(=O)O)OC1=CC=C(C=C1)OC2=C(C=C(C=N2)C(F)(F)F)Cl The molecule is a monocarboxylic acid that is 2-phenoxypropanoic acid in which the hydrogen at the para position of the phenyl ring has been replaced by a [3-chloro-5-(trifluoromethyl)pyridin-2-yl]oxy group. It is a member of pyridines, an aromatic ether, a monocarboxylic acid, an organofluorine compound and an organochlorine compound.